2,2'-bis[(naphthalen-2-yl)phosphino]-1,1'-binaphthyl C1=C(C=CC2=CC=CC=C12)PC1=C(C2=CC=CC=C2C=C1)C1=C(C=CC2=CC=CC=C12)PC1=CC2=CC=CC=C2C=C1